CC(CCO)C=CCCCCCCC 3-methyldodec-4-en-1-ol